C([C@@H]1[C@H]([C@H](C(O1)[NH3+])O)O)OP(=O)([O-])[O-] The molecule is conjugate base of 5-phospho-D-ribosylamine having an anionic phosphate and a cationic amino group; major species at pH 7.3. It is a conjugate base of a 5-phospho-D-ribosylamine.